4-({6-[(3S)-3-amino-1,3-dihydrospiro[indene-2,4'-piperidin]-1'-yl]-1H-pyrazolo[3,4-b]pyrazin-3-yl}oxy)-3-chloro-1,2-dihydropyridin-2-one N[C@@H]1C2=CC=CC=C2CC12CCN(CC2)C2=CN=C1C(=N2)NN=C1OC1=C(C(NC=C1)=O)Cl